FC1=CC2=C(C(=CO2)C2CCN(CC2)C(=O)C2CC3(C2)COC(N3)=O)C=C1 (2s,4s)-2-[4-(6-fluoro-benzofuran-3-yl)piperidine-1-carbonyl]-6-oxa-8-azaspiro[3.4]octan-7-one